5-(1-((R)-1,1-difluoropropan-2-yl)-1H-benzo[d][1,2,3]triazol-6-yl)-6-fluoro-N-((3R,4R)-3-fluoro-1-(oxetan-3-yl)piperidin-4-yl)-4-methoxypyrrolo[2,1-f][1,2,4]triazin-2-amine FC([C@@H](C)N1N=NC2=C1C=C(C=C2)C=2C(=CN1N=C(N=C(C12)OC)N[C@H]1[C@@H](CN(CC1)C1COC1)F)F)F